C1(=CC=CC=C1)CCCCC(=O)C1=C(C(=C(C=C1O)O)C(CC)=O)O 5-phenyl-1-(2,4,6-trihydroxy-3-propionylphenyl)pentan-1-one